1,5-diazabicyclo-[4.3.0]non-5-ene fumaric acid salt C(\C=C\C(=O)O)(=O)O.N12CCCN=C2CCC1